FC=1C=C2C(N(C(=NC2=C(C1)\C(\C)=N/[S@](=O)C(C)(C)C)C1CCOCC1)C)=O (R,Z)-N-(1-(6-fluoro-3-methyl-4-oxo-2-(tetrahydro-2H-pyran-4-yl)-3,4-dihydroquinazolin-8-yl)ethylidene)-2-methylpropane-2-sulfinamide